spiro[3.3]heptan-2-amine hydrochloride Cl.C1C(CC12CCC2)N